pyrazolo[1,5-a]pyridine-3-carbonitrile phosphate P(=O)(O)(O)O.N1=CC(=C2N1C=CC=C2)C#N